5-methoxy-N-pyrimidyl-indoline sulfur [S].COC=1C=C2CCN(C2=CC1)C1=NC=CC=N1